COC1=CC=C(C2=C1NC(=N2)NC(=O)C=2C=NN(C2)C)C=2C=NN(C2)C N-[7-methoxy-4-(1-methyl-1H-pyrazol-4-yl)-1H-1,3-benzodiazol-2-yl]-1-methyl-1H-pyrazole-4-carboxamide